N'-[adamantan-2-ylidenebis(1,4-phenylene)]bis(tert-butylamine) C12C(C3CC(CC(C1)C3)C2)(C2=CC=C(C=C2)NC(C)(C)C)C2=CC=C(C=C2)NC(C)(C)C